4-(6-(4-(1-phenyl-1H-phenanthro[9,10-d]imidazol-2-yl)phenyl)-9-propyl-9H-carbazol-3-yl)benzonitrile C1(=CC=CC=C1)N1C(=NC2=C1C1=CC=CC=C1C=1C=CC=CC12)C1=CC=C(C=C1)C=1C=C2C=3C=C(C=CC3N(C2=CC1)CCC)C1=CC=C(C#N)C=C1